Ethyl (3R,5S)-3,5-dimethyl-4-(3-(6-((R)-3-methylpiperazin-1-yl)pyridin-3-yl)-1H-pyrazolo[4,3-d]pyrimidin-5-yl)piperazine-1-carboxylate C[C@@H]1CN(C[C@@H](N1C=1N=CC2=C(N1)C(=NN2)C=2C=NC(=CC2)N2C[C@H](NCC2)C)C)C(=O)OCC